(S)-2-Methyl-5-((1-methylazetidin-2-yl)methoxy)-N-(1-(7-(thiazol-2-yl)quinolin-5-yl)cyclopropyl)benzamide CC1=C(C(=O)NC2(CC2)C2=C3C=CC=NC3=CC(=C2)C=2SC=CN2)C=C(C=C1)OC[C@H]1N(CC1)C